2-(benzylimino)-4-(4-bromophenyl)thiazole C(C1=CC=CC=C1)N=C1SC=C(N1)C1=CC=C(C=C1)Br